P(=O)(O[C@]1(O[C@H]([C@@H]2OC(O[C@@H]21)(C)C)C2=CC=C1C(=NC=NN12)N)C#N)(OC)OC1=C(C=CC=C1)Cl ((3aS,4R,6S,6aS)-6-(4-aminopyrrolo[2,1-f][1,2,4]triazin-7-yl)-4-cyano-2,2-dimethyltetrahydrofurano[3,4-d][1,3]dioxol-4-yl) methyl (2-chlorophenyl) phosphate